COC(=O)C1=CC(=NC=C1)N1C(C(=CC=C1)N)=O 3-amino-2-oxo-[1,2'-bipyridine]-4'-carboxylic acid methyl ester